methyl 9-bromo-4-oxo-4,5-dihydropyrrolo[1,2-a]quinoxaline-7-carboxylate BrC=1C=C(C=C2NC(C=3N(C12)C=CC3)=O)C(=O)OC